6-(4-methylpiperazin-1-yl)-N-[5-[[(1R)-1-phenylethyl]-carbamoyl]-1H-pyrazol-3-yl]pyridine-3-carboxamide CN1CCN(CC1)C1=CC=C(C=N1)C(=O)NC1=NNC(=C1)C(N[C@H](C)C1=CC=CC=C1)=O